2-[3-[(3S)-3-cyclopropylpiperazin-1-yl]-1,2,4-triazin-6-yl]-5-(1,2,4-thiadiazol-3-yl)phenol C1(CC1)[C@H]1CN(CCN1)C=1N=NC(=CN1)C1=C(C=C(C=C1)C1=NSC=N1)O